C(C)(C)(C)OC(=O)N1C(CNCC1)COC 2-methoxymethylpiperazine-1-carboxylic acid tert-butyl ester